N1(CCC1)C1=NC=C(C=N1)CN1N=CC(=C1)NC(=O)C1=NC(=CN=C1)C1=C(C(=CC=C1C(F)F)Cl)F N-(1-((2-(azetidin-1-yl)pyrimidin-5-yl)methyl)-1H-pyrazol-4-yl)-6-(3-chloro-6-(difluoromethyl)-2-fluorophenyl)pyrazine-2-carboxamide